(E)-2-nonen-1-al C(\C=C\CCCCCC)=O